4-oxo-2-(trifluoromethyl)cyclopentane-1-carboxylic acid O=C1CC(C(C1)C(=O)O)C(F)(F)F